tert-Butyl 3-(4-((4-chloro-2-fluorophenoxy)methyl)pyrimidin-2-yl)-2,5-dihydro-1H-pyrrole-1-carboxylate ClC1=CC(=C(OCC2=NC(=NC=C2)C=2CN(CC2)C(=O)OC(C)(C)C)C=C1)F